4-([1,1'-biphenyl]-2-yl)-2-oxo-2H-pyran-6-carboxylic acid C1(=C(C=CC=C1)C1=CC(OC(=C1)C(=O)O)=O)C1=CC=CC=C1